1-[(5-fluoropentyl)-1H-indol-3-yl]-(naphthalen-1-yl)methanone C1=CC=C2C(=C1)C=CC=C2C(=O)C3=CN(C4=CC=CC=C43)CCCCCF